COC1=CC=C(C=N1)CN1CCN(CC1)C1=NC=C(C=C1)B1OC(C(O1)(C)C)(C)C 1-((6-methoxypyridin-3-yl)methyl)-4-(5-(4,4,5,5-tetramethyl-1,3,2-Dioxaborol-2-yl)pyridin-2-yl)piperazine